6-fluoro-3'-(4-(4-methyl-4H-1,2,4-triazol-3-yl)piperidin-1-yl)-[3,4'-bipyridine]-2'-carbonitrile FC1=CC=C(C=N1)C1=C(C(=NC=C1)C#N)N1CCC(CC1)C1=NN=CN1C